1'-(5-methyl-4'-oxo-1,3-dihydro-4'H-spiro[indene-2,5'-[1,3]oxazol]-2'-yl)-3H-spiro[2-benzofuran-1,4'-piperidin]-3-one CC=1C=C2CC3(C(N=C(O3)N3CCC4(CC3)OC(C3=C4C=CC=C3)=O)=O)CC2=CC1